n-Heptatetracontane CCCCCCCCCCCCCCCCCCCCCCCCCCCCCCCCCCCCCCCCCCCCCCC